COC1=CC(=CC2=C(C=CC=C12)OC)C(=O)N1CCC2(CC1)OC(C1=CC(=CC=C1C2)CC)=O 1'-(4,8-dimethoxy-2-naphthoyl)-7-ethylspiro[isochroman-3,4'-piperidin]-1-one